benzyl 3,4-bis(benzyloxy)benzoate C(C1=CC=CC=C1)OC=1C=C(C(=O)OCC2=CC=CC=C2)C=CC1OCC1=CC=CC=C1